2-(4-chloro-3-fluorophenoxy)-N-(3-(5-cyclopentylisoxazol-3-yl)bicyclo[1.1.1]pent-1-yl)acetamide ClC1=C(C=C(OCC(=O)NC23CC(C2)(C3)C3=NOC(=C3)C3CCCC3)C=C1)F